C(C)(=O)N1CC2=CC=C(C=C2CC1)C1=CC(=NC2=CC=C(C=C12)CN(C(OC(C)(C)C)=O)C1CCOCC1)C tert-butyl ((4-(2-acetyl-1,2,3,4-tetrahydroisoquinolin-6-yl)-2-methylquinolin-6-yl)methyl)(tetrahydro-2H-pyran-4-yl)carbamate